1-cyclopropyl-5,6-difluoro-2-(6-(2,2,2-trifluoroethoxy)pyridazin-4-yl)-1H-benzo[d]imidazole tetraethyl-8-fluoro-9H-carbazole-1,2,3,4-tetracarboxylate C(C)OC(=O)C1=C(C(=C(C=2C3=CC=CC(=C3NC12)F)C(=O)OCC)C(=O)OCC)C(=O)OCC.C1(CC1)N1C(=NC2=C1C=C(C(=C2)F)F)C2=CN=NC(=C2)OCC(F)(F)F